BrC=1C=CC(=NC1)N1CC2C(C1)CN(C2)C(=O)OC(C)(C)C tert-Butyl 5-(5-bromopyridin-2-yl)hexahydropyrrolo[3,4-c]pyrrole-2(1H)-carboxylate